bis-(3-glycidoxypropyl)trimethoxysilane C(C1CO1)OCCCC(O[SiH](OC)OC)CCCOCC1CO1